5-phenoxy-N-[5-(trifluoromethyl)-1H-pyrrolo[2,3-b]pyridin-3-yl]-1H-benzo[d]imidazol-2-amine formate C(=O)O.O(C1=CC=CC=C1)C1=CC2=C(NC(=N2)NC2=CNC3=NC=C(C=C32)C(F)(F)F)C=C1